3-((4,4-bis(((Z)-oct-5-en-1-yl)oxy)butanoyl)oxy)-2-(((((1-ethylpiperidin-3-yl)methoxy)carbonyl)oxy)methyl)propyl (3-butylheptyl) adipate C(CCCCC(=O)OCCC(CCCC)CCCC)(=O)OCC(COC(CCC(OCCCC\C=C/CC)OCCCC\C=C/CC)=O)COC(=O)OCC1CN(CCC1)CC